C(C)(C)N=C=N N'-isopropylcarbodiimide